CN(CC(=O)N1CCC(CC1)C=1C=C2C(=C(NC2=CC1)C1=CC=2N(C(=C1)OCC)N=CN2)C(C)C)C 2-(dimethylamino)-1-(4-(2-(5-ethoxy-[1,2,4]triazolo[1,5-a]pyridin-7-yl)-3-isopropyl-1H-indol-5-yl)piperidin-1-yl)ethan-1-one